FC=1C(=NC(=NC1)NC1=CC(=C(C=C1)N1CCN(CC1)C)F)NC=1C=C(C(=O)NO)C=CC1 3-((5-fluoro-2-((3-fluoro-4-(4-methylpiperazin-1-yl)phenyl)amino)pyrimidin-4-yl)amino)-N-hydroxybenzamide